α,α-divinyl-γ-butyrolactone C(=C)C1(C(=O)OCC1)C=C